C(C)OC(=O)C1=CC2=C(CN(C2=O)CCNC2=NC=CC3=CC=C(C=C23)C2=NOC(=N2)C)N1C 1-methyl-5-(2-{[7-(5-methyl-1,2,4-oxadiazol-3-yl)isoquinolin-1-yl]amino}ethyl)-4-oxo-1H,4H,5H,6H-pyrrolo[2,3-c]pyrrole-2-carboxylic acid ethyl ester